NC=1N=NC(=CC1C=1C=NN(C1)C1CCC(CC1)C(=O)N1CCC(CC1)=O)C1=C(C=CC=C1)O 1-((1r,4r)-4-(4-(3-amino-6-(2-hydroxyphenyl)pyridazin-4-yl)-1H-pyrazol-1-yl)cyclohexane-1-carbonyl)piperidin-4-one